C[C@@H]1CNCCO1 (2R)-2-methylmorpholin